CC=1C=C(C(=O)NCC#C)C=CC1 3-methyl-N-(prop-2-yn-1-yl)benzamide